(S)-N-(5-cyclopropyl-2-(methylcarbamoyl)phenyl)-3-(3-fluoro-4-methylphenyl)-3-(1,2,4-thiadiazol-5-yl)pyrrolidine-1-carboxamide C1(CC1)C=1C=CC(=C(C1)NC(=O)N1C[C@@](CC1)(C1=NC=NS1)C1=CC(=C(C=C1)C)F)C(NC)=O